FC1(C2CC=3C(=NNC3CC21C)C(=O)OCC)F Ethyl 5,5-difluoro-5a-methyl-1,4,4a,5,5a,6-hexahydrocyclopropa[f]indazole-3-carboxylate